amino-(5R)-(5-methyl-1,3,4-oxadiazol-2-yl)-piperidine NC1N(CCCC1)C=1OC(=NN1)C